4,5-dimethoxy-pyridin-2-ylamine COC1=CC(=NC=C1OC)N